2-butoxy-6-chloro-N-((6-methoxypyridin-3-yl)methyl)benzamide C(CCC)OC1=C(C(=O)NCC=2C=NC(=CC2)OC)C(=CC=C1)Cl